C(CCCCCCCCCCCCCC(C)C)O iso-heptadecyl alcohol